(E)-3-(4-bromophenyl)-1-(1-methyl-1H-imidazol-2-yl)propan-2-en-1-one BrC1=CC=C(C=C1)/C=C/C(=O)C=1N(C=CN1)C